(9H-fluoren-9-yl)methyl (3R,4R)-3-(((2,5-dichloro-7H-pyrrolo[2,3-d]pyrimidin-4-yl)oxy)methyl)-4-methoxypyrrolidine-1-carboxylate ClC=1N=C(C2=C(N1)NC=C2Cl)OC[C@H]2CN(C[C@@H]2OC)C(=O)OCC2C1=CC=CC=C1C=1C=CC=CC21